C(CCCCCCCCCCC=CCCCCC)(=O)O 12-octadecenoic acid